The molecule is a beta-D-glucoside having hydroxytyrosol as the anomeric substituent. Isolated from Zantedeschia aethiopica and Picrorhiza scrophulariiflora, it exhibits antioxidant activity. It has a role as a metabolite and an antioxidant. It is a beta-D-glucoside and a member of catechols. It derives from a hydroxytyrosol. C1=CC(=C(C=C1CCO[C@H]2[C@@H]([C@H]([C@@H]([C@H](O2)CO)O)O)O)O)O